Methyl-4-amino-3-chloro-5-fluoro-6-[7-fluoro-1-(methoxyacetyl)-1H-indol-6-yl]pyridin-2-carboxylate COC(=O)C1=NC(=C(C(=C1Cl)N)F)C1=CC=C2C=CN(C2=C1F)C(COC)=O